2-(quinuclidin-4-yl)ethyl (S)-1-(4-fluorophenyl)-3,4-dihydroisoquinoline-2(1H)-carboxylate FC1=CC=C(C=C1)[C@@H]1N(CCC2=CC=CC=C12)C(=O)OCCC12CCN(CC1)CC2